3,4-dihydropyrido[3,4-d]pyrimidine N1=CNCC2=C1C=NC=C2